FC1=CC2=C(N(CN2)C(=C)C)C=C1 5-fluoro-1-isopropenyl-1,3-dihydro-2H-benzimidazole